C(C)(=O)NC=1C=CC(=C(C(=O)O)C1)Cl 5-(acetylamino)-2-chlorobenzoic acid